C1=CC=CC=2C3=CC=CC=C3C(C12)COC(=O)NC=1SCC(C1C(=O)OC)=O methyl 2-({[(9H-fluoren-9-yl)methoxy]carbonyl}amino)-4-oxo-4,5-dihydrothiophene-3-carboxylate